2-[2-[3-(methoxymethyl)-oxetan-3-yl]pyrazolo[3,4-b]pyridin-6-yl]-3-methyl-5-(trifluoromethyl)phenol COCC1(COC1)N1N=C2N=C(C=CC2=C1)C1=C(C=C(C=C1C)C(F)(F)F)O